[SiH3][Si]=O silanyl-silicon oxide